3-ISOCYANO-6-(TRIFLUOROMETHYL)PYRIDINE [N+](#[C-])C=1C=NC(=CC1)C(F)(F)F